[Ir].[Co] Cobalt-iridium